COC=1C(=NC=CC1)C1=C2C=C(N=CC2=C(N=C1)NC)NC(=O)C1CC1 N-(5-(3-methoxypyridin-2-yl)-8-(methylamino)-2,7-naphthyridin-3-yl)cyclopropanecarboxamide